tert-butyl (S)-4-(7-bromo-6-chloro-3-cyano-8-fluoro-2-((1-methyl pyrrolidin-2-yl)methoxy)quinolin-4-yl)piperazine-1-carboxylate BrC1=C(C=C2C(=C(C(=NC2=C1F)OC[C@H]1N(CCC1)C)C#N)N1CCN(CC1)C(=O)OC(C)(C)C)Cl